FC1(C(C1)(CO)NC(=O)C=1N(N=C2C=CC(=CC12)OCC1=NC=CC=C1)C)F N-[2,2-difluoro-1-(hydroxymethyl)cyclopropyl]-2-methyl-5-[(pyridin-2-yl)methoxy]-2H-indazole-3-carboxamide